(S)-3-(5-methoxy-6-oxo-6,8-dihydro-2H,7H-spiro[furo[2,3-e]isoindole-3,4'-piperidin]-7-yl)piperidine-2,6-dione hydrochloride Cl.COC=1C=C2C(=C3CN(C(C13)=O)[C@@H]1C(NC(CC1)=O)=O)OCC21CCNCC1